C(C1CO1)N1CCOCC1 (2,3-epoxypropyl)morpholine